O-(5,9,13,17-tetramethyloctadec-4-enoyl)glycerin methyl-3-(chlorosulfonyl)-4-ethoxybenzoate CC1=C(C(=O)O)C=CC(=C1S(=O)(=O)Cl)OCC.CC(=CCCC(=O)OCC(O)CO)CCCC(CCCC(CCCC(C)C)C)C